N1N=CC(=C1)NC1CCCC=2C(=C(C(=CC12)C#N)OCCCl)Cl 8-((1H-pyrazol-4-yl)amino)-4-chloro-3-(2-chloroethoxy)-5,6,7,8-tetrahydronaphthalene-2-carbonitrile